2-(4-fluoro-2-methyl-phenoxy)-4-methyl-N-[3-(methylsulfonimidoyl)phenyl]-5-(trifluoromethyl)pyridine-3-carboxamide FC1=CC(=C(OC2=NC=C(C(=C2C(=O)NC2=CC(=CC=C2)S(=O)(=N)C)C)C(F)(F)F)C=C1)C